tert-butyl (trans-4-((benzylcarbamoyl) (5-(1-methyl-1H-pyrazol-4-yl)pyrazin-2-yl)amino)cyclohexyl)carbamate C(C1=CC=CC=C1)NC(=O)N([C@@H]1CC[C@H](CC1)NC(OC(C)(C)C)=O)C1=NC=C(N=C1)C=1C=NN(C1)C